4,4-dimethylcyclohexylmethanesulfonate CC1(CCC(CC1)CS(=O)(=O)[O-])C